CC=1N=C2N(N=C(C=C2C)C=2N=NC3=C(N2)C(=CC(=C3)C3CCNCC3)F)C1 3-(2,8-dimethylimidazo[1,2-b]pyridazin-6-yl)-5-fluoro-7-(piperidin-4-yl)-1,2,4-benzotriazine